(3R,5R)-5-amino-1-(7-(2-aminobenzo[d]thiazol-4-yl)-6-chloro-8-fluoro-2-(((S)-1-methyl-pyrrolidin-2-yl)methoxy)quinazolin-4-yl)piperidin-3-ol sodium [Na].N[C@@H]1C[C@H](CN(C1)C1=NC(=NC2=C(C(=C(C=C12)Cl)C1=CC=CC2=C1N=C(S2)N)F)OC[C@H]2N(CCC2)C)O